COCCOC1CCC(CC1)N1C(N=CC2=C1C=CS2)C2=CN=CS2 N-((1r,4r)-4-(2-Methoxyethoxy)cyclohexyl)-2-(thiazol-5-yl)thieno[3,2-d]pyrimidine